(R)-N-(2-(4,4-Difluoro-piperidin-1-yl)-6-methyl-pyrimidin-4-yl)-4-((2-hydroxy-1-methyl-ethyl)sulfonamido)-2-(6-azaspiro[2.5]octan-6-yl)benzamide FC1(CCN(CC1)C1=NC(=CC(=N1)NC(C1=C(C=C(C=C1)NS(=O)(=O)[C@@H](CO)C)N1CCC2(CC2)CC1)=O)C)F